CN(CCCOC1=CC=C(CNC(CCC2=NC=3C(=NC=C(C3)C)N2CC2=CC=C(C=C2)OC(F)(F)F)=O)C=C1)C N-[4-(3-Dimethylamino-propoxy)-benzyl]-3-[6-methyl-3-(4-trifluoromethoxy-benzyl)-3H-imidazo[4,5-b]pyridin-2-yl]-propionamide